CC1=CNC2=C(C=CC(=C12)C1=C(C(=CC=C1)N1C=NC2=CC=CC=C2C1=O)C)C(=O)N 3-methyl-4-(2-methyl-3-(4-oxoquinazolin-3(4H)-yl)phenyl)-1H-indole-7-carboxamide